C(C)N1CCC2(C[C@@H]2C(=O)N[C@@H](CCCCCC(CC)=O)C=2OC(=CN2)C=2C=C3C=CC(=NC3=CC2OC)C)CC1 (S)-6-ethyl-N-((S)-1-(5-(7-methoxy-2-methylquinolin-6-yl)oxazol-2-yl)-7-oxononyl)-6-azaspiro[2.5]octane-1-carboxamide